C1=CC=CC=2C3=CC=CC=C3N(C12)C1=CC=C(C=C1)C1=C(C(=C(C(=C1C1=CC=C(C=C1)N1C2=CC=CC=C2C=2C=C(C=CC12)C)C1=CC=C(C=C1)N1C2=CC=CC=C2C=2C=C(C=CC12)C)C1=CC=NC=C1)C#N)C1=CC=C(C=C1)N1C2=CC=CC=C2C=2C=C(C=CC12)C 4-(9H-carbazol-9-yl)-4''-(3-methyl-9H-carbazol-9-yl)-5',6'-bis(4-(3-methyl-9H-carbazol-9-yl)phenyl)-4'-(pyridin-4-yl)-[1,1':2',1''-terphenyl]-3'-carbonitrile